C(C#C)O 2-propynol